C([C@@H](O)[13CH3])(=O)[O-] [3-13C]L-lactate